C1=CO[C@H]2[C@@H]1C3=C(O2)C=C4C(=C3[O-])C(=O)C5=C(C4=O)C=C(C=C5O)O The molecule is a phenolate anion obtained by deprotonation of the 8-hydroxy group of versicolorin A. It is the major microspecies at pH 7.3 (according to Marvin v 6.2.0.). It is a conjugate base of a versicolorin A.